COC1=C(C=NC=C1)C1=CC2=C(C(=N1)C)C=NN2C2=NC(=CC(=C2)N2[C@@H]([C@H](C2)CS(=O)(=O)C)C)N2C[C@@H](CC2)OC 6-(4-methoxypyridin-3-yl)-1-(6-((R)-3-methoxypyrrolidin-1-yl)-4-((2R,3S)-2-methyl-3-((methylsulfonyl)methyl)azetidin-1-yl)pyridin-2-yl)-4-methyl-1H-pyrazolo[4,3-c]pyridine